(S)-6-(1-amino-1,3-dihydrospiro[indene-2,4'-piperidine]-1'-yl)-3-(2-chloro-7,7-dimethyl-7,8-dihydroquinolin-5-yl)-1,5-dihydro-4H-pyrazolo[3,4-d]pyrimidin-4-one N[C@@H]1C2=CC=CC=C2CC12CCN(CC2)C=2NC(C1=C(N2)NN=C1C=1C=2C=CC(=NC2CC(C1)(C)C)Cl)=O